C1=CC(=CC=C1C2=CC(=O)C3=C(O2)C(=C(C=C3O)O)C4=C(OC5=CC(=CC(=C5C4=O)O)O)C6=CC=C(C=C6)O)O biapigenin